1-(4-methoxybenzyl)-3-(4,4,5,5-tetramethyl-1,3,2-dioxaborol-2-yl)-1H-pyridine COC1=CC=C(CN2CC(=CC=C2)B2OC(C(O2)(C)C)(C)C)C=C1